((4-(tert-butoxycarbonyl)piperidin-1-yl)methyl)potassium trifluoroborate B(F)(F)F.C(C)(C)(C)OC(=O)C1CCN(CC1)C[K]